CC=1SC(=CN1)C(C)=O 1-(2-methylthiazol-5-yl)ethan-1-one